N-(3-bromo-4-methylphenyl)-6-fluoro-2-(6-azaspiro[2.5]octan-6-yl)nicotinamide BrC=1C=C(C=CC1C)NC(C1=C(N=C(C=C1)F)N1CCC2(CC2)CC1)=O